tert-butyl [(3R)-1-(4-{[(1H-benzimidazol-2-yl)methyl]amino}-8-bromopyrazolo[1,5-a][1,3,5]triazin-2-yl)pyrrolidin-3-yl]methylcarbamate N1C(=NC2=C1C=CC=C2)CNC2=NC(=NC=1N2N=CC1Br)N1C[C@H](CC1)CNC(OC(C)(C)C)=O